O=S1(CC(CC1)N1C=NC2=C(C1=O)C=C(N=C2C=2C=NC=CC2)C=2C=NC(=CC2)C(F)(F)F)=O 3-(1,1-dioxidotetrahydrothiophen-3-yl)-8-(pyridin-3-yl)-6-(6-(trifluoromethyl)pyridin-3-yl)pyrido[3,4-d]pyrimidin-4(3H)-one